3-((7,8-dimethoxy-3-methyl-2-oxo-2,3-dihydro-1H-imidazo[4,5-c]quinolin-1-yl)methyl)azetidine-1-sulfonamide COC=1C(=CC=2C3=C(C=NC2C1)N(C(N3CC3CN(C3)S(=O)(=O)N)=O)C)OC